(2S,3S,4R,5R)-5-(6-(benzylamino)-2-isopropyl-9H-purin-9-yl)-3,4-dihydroxy-N-(2,2,2-trifluoroethyl)-tetrahydrofuran-2-carboxamide C(C1=CC=CC=C1)NC1=C2N=CN(C2=NC(=N1)C(C)C)[C@H]1[C@@H]([C@@H]([C@H](O1)C(=O)NCC(F)(F)F)O)O